(2R)-2-(6-{5-chloro-2-[(oxacyclohex-4-yl)amino]pyrimidin-4-yl}-1-oxo-2,3-dihydro-1H-isoindol-2-yl)-N-[(1S)-1-(4-chloro-3-methoxyphenyl)-2-hydroxyethyl]propionamide ClC=1C(=NC(=NC1)NC1CCOCC1)C1=CC=C2CN(C(C2=C1)=O)[C@@H](C(=O)N[C@H](CO)C1=CC(=C(C=C1)Cl)OC)C